OC1=CC2=C(C(C(O2)=CC2=CC(=C(C(=C2)O)O)O)=O)C=C1 6-hydroxy-2-(3,4,5-trihydroxybenzylidene)benzofuran-3(2H)-one